3-carbamoyl-1-(2-((2-(3-chloro-2-fluorobenzylamino)-2-oxoethyl)(cyclopropyl)amino)-2-oxoethyl)-1H-indazole C(N)(=O)C1=NN(C2=CC=CC=C12)CC(=O)N(C1CC1)CC(=O)NCC1=C(C(=CC=C1)Cl)F